C(CCC)C1=CC=C(C=C1)S(=O)(=O)NC1=C(C=C(C=C1)NC(CCC(=O)O)=O)C(=O)OC 4-((4-(4-butylphenylsulfonamido)-3-(methoxycarbonyl)phenyl)amino)-4-oxobutanoic acid